4-(fluoromethyl)phenoxyacetonitrile FCC1=CC=C(OCC#N)C=C1